C[Si](CCOCN1C=CC2=C1N=CN=C2C=2C(=NNC2)N2C(CCC2=O)=O)(C)C 1-[4-(7-{[2-(trimethylsilyl)ethoxy]methyl}-7H-pyrrolo[2,3-d]pyrimidine-4-yl)-1H-pyrazol-3-yl]pyrrolidine-2,5-dione